ClC1=C(C(=O)NC2CC2)C=CC(=N1)Cl 2,6-dichloro-N-cyclopropylnicotinamide